CC1=CC=C(ON2CCCCC2)C=C1 (4-methylphenoxy)piperidine